FC(C(=O)N1[C@H]2CC(C[C@@H]1CC2)O)(F)C=2C=C(C(=O)NC=1C=NN(C1)C)C=CC2F 3-(1,1-difluoro-2-((1R,3s,5S)-3-hydroxy-8-azabicyclo[3.2.1]octan-8-yl)-2-oxoethyl)-4-fluoro-N-(1-methyl-1H-pyrazol-4-yl)benzamide